[Cl-].C(CCCCCCCC)[NH+]1C(=CC=C1)CCCC 1-nonyl-2-butylpyrrolium chloride